tert-butyl N-[2-[(3-formyl-4-pyridyl)amino]ethyl]carbamate C(=O)C=1C=NC=CC1NCCNC(OC(C)(C)C)=O